Tert-butyl (1S,2S)-2-(hydroxymethyl)cyclopropane-1-carboxylate OC[C@@H]1[C@H](C1)C(=O)OC(C)(C)C